(S)-5-(2-(5-(Azetidine-1-carbonyl)-4-methyl-1H-imidazol-2-yl)pyridin-4-yl)-2-(1-cyclopropylethyl)-7-(methylsulfonyl)isoindolin-1-one, trifluoroacetate salt FC(C(=O)O)(F)F.N1(CCC1)C(=O)C1=C(N=C(N1)C1=NC=CC(=C1)C=1C=C2CN(C(C2=C(C1)S(=O)(=O)C)=O)[C@@H](C)C1CC1)C